CN1C(N(CC=2C1=NC(=NC2)NC2=CC=C(C=C2)N2CCN(CC2)C)[C@@H]2CCNC1=C(C=CC=C21)C)=O 1-methyl-7-[4-(4-methylpiperazin-1-yl)anilino]-3-[(4R)-8-methyl-1,2,3,4-tetrahydroquinolin-4-yl]-4H-pyrimido[4,5-d]pyrimidin-2-one